Carbonic acid (R)-2-(3'-(1-cyanocyclopropyl)-[1,1'-biphenyl]-4-yl)-2-(3-(2-ethynylthiazol-4-yl) ureido)-ethyl ester C(#N)C1(CC1)C=1C=C(C=CC1)C1=CC=C(C=C1)[C@H](COC(O)=O)NC(=O)NC=1N=C(SC1)C#C